tert-Butyl N-[4-[6-chloro-8-fluoro-2-[[(2S)-1-methylpyrrolidin-2-yl]methoxy]quinazolin-7-yl]-3-cyano-7-fluoro-benzothiophen-2-yl]carbamate ClC=1C=C2C=NC(=NC2=C(C1C1=CC=C(C2=C1C(=C(S2)NC(OC(C)(C)C)=O)C#N)F)F)OC[C@H]2N(CCC2)C